2-(2-Methoxyethyl)-8-(2-((methyl(2-(methylamino)ethyl)amino)methyl)-6,7-dihydro-4H-pyrazolo[5,1-c][1,4]oxazin-3-yl)-2-azaspiro[4.5]decan-1-one COCCN1C(C2(CC1)CCC(CC2)C=2C(=NN1C2COCC1)CN(CCNC)C)=O